2,3-dihydro-benzofuran-5-carboxylic acid [2-(2-oxa-6-aza-spiro[3.4]oct-6-yl)-benzooxazol-5-yl]-amide C1OCC12CN(CC2)C=2OC1=C(N2)C=C(C=C1)NC(=O)C=1C=CC2=C(CCO2)C1